fluoro-6-methoxynicotinamide FC1=C(C(=O)N)C=CC(=N1)OC